(7-methoxy-9H-pyrido[3,4-b]indol-1-yl)-3-phenylpropionamide COC1=CC=C2C3=C(NC2=C1)C(=NC=C3)C(C(=O)N)CC3=CC=CC=C3